4-(oxiranylmethoxy)-phenylpropionic acid methyl ester COC(C(C)C1=CC=C(C=C1)OCC1OC1)=O